(1S,2S)-1-[(2,3-dimethylcycloprop-2-en-1-ylidene)amino]indan-2-ol hydrochloride salt Cl.CC=1C(C1C)=N[C@@H]1[C@H](CC2=CC=CC=C12)O